tert-butyl ((1r,3r)-3-(4-(2-(4-((6-cyanopyridin-3-yl)oxy)phenyl)propan-2-yl)phenoxy)cyclobutyl)carbamate C(#N)C1=CC=C(C=N1)OC1=CC=C(C=C1)C(C)(C)C1=CC=C(OC2CC(C2)NC(OC(C)(C)C)=O)C=C1